3,3-dibutyl-7-(methylthio)-1,1-dioxido-5-phenyl-2,3,4,5-tetrahydro-1,5-benzothiazepin C(CCC)C1(CS(C2=C(N(C1)C1=CC=CC=C1)C=C(C=C2)SC)(=O)=O)CCCC